(3-Methacryloxypropyl)methyldimethoxysilan C(C(=C)C)(=O)OCCC[Si](OC)(OC)C